amino-3-(4-isopropyl-2-methylphenoxy)benzoic acid methyl ester COC(C1=C(C(=CC=C1)OC1=C(C=C(C=C1)C(C)C)C)N)=O